2-Ethylhexyl ether thioglycolate C(CS)(=O)O.C(C)C(COCC(CCCC)CC)CCCC